2-(5-bromo-2-methylphenyl)-1-methyl-1H-benzo[d]imidazole BrC=1C=CC(=C(C1)C1=NC2=C(N1C)C=CC=C2)C